ClC=1C=C(C=CC1F)NC(N([C@H](C)C1=CNC(C2=CC=CC=C12)=O)CC(F)F)=O (R)-3-(3-chloro-4-fluorophenyl)-1-(2,2-difluoroethyl)-1-(1-(1-oxo-1,2-dihydroisoquinolin-4-yl)ethyl)urea